ClC1=CC=C(C(=N1)CC)C=1C=C(C(N(C1)C)=O)C 5-(6-chloro-2-ethyl-3-pyridinyl)-1,3-dimethyl-pyridin-2-one